4,4'-methylenedicyclohexanamine C(C1CCC(CC1)N)C1CCC(CC1)N